FC(C1(CN(CCC1)C=1C2=C(N=C(N1)OCC1(CC1)CN(C)C)CN(C2)C(=O)C2=CC(=CC1=CC=CC(=C21)I)O)O)F (4-(3-(difluoromethyl)-3-hydroxypiperidin-1-yl)-2-((1-((dimethylamino)methyl)cyclopropyl)methoxy)-5,7-dihydro-6H-pyrrolo[3,4-d]pyrimidin-6-yl)(3-hydroxy-8-iodonaphthalen-1-yl)methanone